6-bromo-N-(4-bromophenyl)-1H-indole-3-carboxamide BrC1=CC=C2C(=CNC2=C1)C(=O)NC1=CC=C(C=C1)Br